rac-(2R,3R)-4-((tert-butyldimethylsilyl)oxy)-3-(4-chloro-2-(methylthio)pyrimidin-5-yl)-3-methylbutan-2-ol [Si](C)(C)(C(C)(C)C)OC[C@@]([C@@H](C)O)(C)C=1C(=NC(=NC1)SC)Cl |r|